N1=CC(=CC=C1)C=1N=C(SC1)N pyridin-3-yl-thiazol-2-amine